N-(2-(2-cyano-4,4-difluoropyrrolidin-1-yl)-2-oxoethyl)-6-(1-(6-hydroxypyridin-3-yl)prop-1-en-2-yl)quinoline-4-carboxamide C(#N)C1N(CC(C1)(F)F)C(CNC(=O)C1=CC=NC2=CC=C(C=C12)C(=CC=1C=NC(=CC1)O)C)=O